3,3,3-trifluoro-N-(4-chlorophenyl)propionamide FC(CC(=O)NC1=CC=C(C=C1)Cl)(F)F